COCC1=CC(=NN1)NC1=NC(=C2C=CC=NC2=C1)NC1CC2CCC(C1)N2CCC#N 3-((3-exo)-3-((7-((5-(methoxymethyl)-1H-pyrazol-3-yl)amino)-1,6-naphthyridin-5-yl)amino)-8-azabicyclo[3.2.1]octan-8-yl)propionitrile